CN(C)B(Cl)N(C)C bis(N,N-dimethylamino)chloroborane